N-(1-(2,6-dichlorobenzyl)-1H-pyrazol-4-yl)-5-(pyridin-2-yl)-1,3,4-thiadiazole-2-carboxamide ClC1=C(CN2N=CC(=C2)NC(=O)C=2SC(=NN2)C2=NC=CC=C2)C(=CC=C1)Cl